5-benzyl-3-((3-(dimethylamino)benzamido)methyl)-4,5-dihydroisoxazole-5-carboxylic acid C(C1=CC=CC=C1)C1(CC(=NO1)CNC(C1=CC(=CC=C1)N(C)C)=O)C(=O)O